tert-butyl (2R,5S)-4-(6-chloro-1-(2-cyano-4,6-diisopropylpyrimidin-5-yl)-7-(2-fluorophenyl)-2-oxo-1,2-dihydropyrido[2,3-d]pyrimidin-4-yl)-2,5-dimethylpiperazine-1-carboxylate ClC1=CC2=C(N(C(N=C2N2C[C@H](N(C[C@@H]2C)C(=O)OC(C)(C)C)C)=O)C=2C(=NC(=NC2C(C)C)C#N)C(C)C)N=C1C1=C(C=CC=C1)F